2,2-Dimethyl-4-(N-methylanilino)-N-(4-phenylbutyl)piperidine-1-carboxamide hydrochloride tert-Butyl-2,2-dimethyl-4-(N-methylanilino)piperidine-1-carboxylate C(C)(C)(C)OC(=O)N1C(CC(CC1)N(C1=CC=CC=C1)C)(C)C.Cl.CC1(N(CCC(C1)N(C1=CC=CC=C1)C)C(=O)NCCCCC1=CC=CC=C1)C